CC=1N=NC(=C(N1)NC1CCN(CC1)C)C(C)C1=CC=CC=C1 3-methyl-N-(1-methylpiperidin-4-yl)-6-(1-phenylethyl)-1,2,4-triazin-5-amine